BrC1=C2C=C(NC2=CC=C1)C 4-bromo-2-methyl-1H-indole